N=1NC=C2C(NC=3N(C21)CCN3)=O 7,8-dihydro-[2H]-imidazo-[1,2-a]pyrazolo[4,3-e]pyrimidin-4(5H)-one